N-(2-(Azetidin-3-yl)-2-phenylpropyl)-5-(difluoromethyl)-2-(trifluoromethyl)pyrazolo[1,5-a]pyrimidin-7-amine N1CC(C1)C(CNC1=CC(=NC=2N1N=C(C2)C(F)(F)F)C(F)F)(C)C2=CC=CC=C2